1,4a-dimethyl-7-(propan-2-yl)-1,2,3,4,4a,4b,5,6,10,10a-decahydrophenanthrene-1-carboxylate CC1(CCCC2(C3CCC(=CC3=CCC12)C(C)C)C)C(=O)[O-]